(4-methylphenyl)-[4-(2-methylpropyl)phenyl]iodonium CC1=CC=C(C=C1)[I+]C1=CC=C(C=C1)CC(C)C